methyl 3-(allyloxy)-1-((S)-2-amino-3-(5-fluoro-1H-indol-3-yl)propanoyl)pyrrolidine-2-carboxylate hydrochloride Cl.C(C=C)OC1C(N(CC1)C([C@H](CC1=CNC2=CC=C(C=C12)F)N)=O)C(=O)OC